6-(5-(8-fluoro-[1,2,4]triazolo[1,5-a]pyridin-6-yl)-7H-pyrrolo[2,3-d]pyrimidin-2-yl)quinoline FC=1C=2N(C=C(C1)C1=CNC=3N=C(N=CC31)C=3C=C1C=CC=NC1=CC3)N=CN2